COC(CSC1=NC2=CC(=CC=C2C=C1)\C=C\C1=CC(=CC=C1)F)OC (E)-2-((2,2-Dimethoxyethyl)thio)-7-(3-fluorostyryl)quinoline